(1-((tert-butyldimethylsilyl)oxy)-2-methoxyethyl)-4-nitropyridine [Si](C)(C)(C(C)(C)C)OC(COC)C1=NC=CC(=C1)[N+](=O)[O-]